ClC=1C=CC2=C(NC3=C(N(C2=O)CCCOC2OCCCC2)C=CC=C3)C1 3-chloro-10-[3-(tetrahydro-2H-pyran-2-yloxy)propyl]-5,10-dihydro-11H-dibenzo[b,e][1,4]diazepin-11-one